BrC1=C(C(=O)N)C=C(C(=C1)C(F)(F)F)Cl 2-bromo-5-chloro-4-(trifluoromethyl)benzamide